6-isopropyl-10-methoxy-2-oxo-9-(1-propyl-1H-pyrazol-4-yl)-6,7-dihydro-2H-pyrido[2,1-a]isoquinoline-3-carboxylic acid C(C)(C)C1N2C(C3=CC(=C(C=C3C1)C=1C=NN(C1)CCC)OC)=CC(C(=C2)C(=O)O)=O